FC(C=1C=C(C=CC1)NC1=NC(=NC(=N1)NC1=CC(=CC=C1)C(F)(F)F)N1C[C@@H](CC1)O)(F)F (R)-1-(4,6-bis((3-(trifluoromethyl)phenyl)amino)-1,3,5-triazin-2-yl)pyrrolidin-3-ol